C(#N)C1=CC=C(C(=N1)OC=1C=C(C=CC1)C[C@@H]1N(CC([C@@H]1NS(=O)(=O)C)(F)F)C(=O)OC(C)(C)C)C tert-Butyl (2S,3R)-2-({3-[(6-cyano-3-methylpyridin-2-yl)oxy]phenyl}methyl)-4,4-difluoro-3-[(methanesulfonyl)amino]pyrrolidine-1-carboxylate